COC(=O)N1CCCC1 (Methoxycarbonyl)pyrrolidin